(S)-4-[2-(4-ethoxy-4-oxobutyrylamino)-2-(4-ethylthiazol-2-yl)ethyl]phenylaminosulfonic acid C(C)OC(CCC(=O)N[C@@H](CC1=CC=C(C=C1)NS(=O)(=O)O)C=1SC=C(N1)CC)=O